FC=1C(=NC=2C(=C(N=NC2Cl)C=2SC=CC2)N1)F 2,3-difluoro-5-chloro-8-thienylpyrazino[2,3-D]pyridazine